3,4-ethylenedioxythiophene styrenesulfonate C(=CC1=CC=CC=C1)S(=O)(=O)O.C1OC2=CSC=C2OC1